C1(=CC=C(C=C1)NC1=CC=C(C=C1)NC(CC(C)C)C)C N-p-tolyl-N'-(1,3-dimethylbutyl)-p-phenylenediamine